ClC1=CC=C(C=N1)NC1=NC=CC2=CC(=CC=C12)OCC=1C=NOC1 N-(6-chloropyridin-3-yl)-6-(isoxazol-4-ylmethoxy)isoquinolin-1-amine